4-[(2R)-3-(3,4-dihydro-1H-isoquinolin-2-yl)-2-hydroxy-propyl]-8-[(4-methoxy-1-piperidinyl)methyl]-2,3-dihydro-1,4-benzoxazepin-5-one C1N(CCC2=CC=CC=C12)C[C@H](CN1CCOC2=C(C1=O)C=CC(=C2)CN2CCC(CC2)OC)O